CC=1C=C(C=O)C=CC1N(C)C 3-Methyl-4-(dimethylamino)benzaldehyde